C(C)C12CN(CCC2CCNC1)C=1C2=C(N=CN1)NC=C2 8a-ethyl-7-(7H-pyrrolo[2,3-d]pyrimidin-4-yl)-1,2,3,4,4a,5,6,8-octahydro-2,7-naphthyridine